Cl.ClC=1C=C(C=CC1)S(=O)(=O)N(C)C1CC(C(CC1)(C1=C(C=CC=C1)OC)O)CN(C)C 3-Chloro-N-(3-((dimethylamino)methyl)-4-hydroxy-4-(methoxyphenyl)cyclohexyl)-N-methylbenzenesulfonamide hydrochloride